Ethyl 2-(4-(3-methoxy-2-methylphenyl)-3-phenyl-1H-pyrrol-2-yl)-2-oxoacetate COC=1C(=C(C=CC1)C=1C(=C(NC1)C(C(=O)OCC)=O)C1=CC=CC=C1)C